octanoic acid acetate C(C)(=O)O.C(CCCCCCC)(=O)O